5-bromo-2-(1,3-dioxolan-2-yl)-3-fluoro-4-methyl-pyridine BrC=1C(=C(C(=NC1)C1OCCO1)F)C